decalin-2,7-dicarboxylic acid diphenyl ester C1(=CC=CC=C1)OC(=O)C1CC2CC(CCC2CC1)C(=O)OC1=CC=CC=C1